5-(6-methoxypyridazin-4-yl)-2-{6-[(3R)-3-{[(1r,3r)-3-fluorocyclobutyl]amino}pyrrolidin-1-yl]pyridazin-3-yl}phenol COC1=CC(=CN=N1)C=1C=CC(=C(C1)O)C=1N=NC(=CC1)N1C[C@@H](CC1)NC1CC(C1)F